C1(CC1)N1N=C(C(=CC1=O)NC)C1=CC(=CC=C1)[N+](=O)[O-] 2-cyclopropyl-5-(methylamino)-6-(3-nitrophenyl)pyridazin-3-one